FC1=CC=C(C=C1)C=1C=C2C(=NC=NC2=C(C1)OC)NC(C)C1=NC(=NO1)C(C)C 6-(4-Fluorophenyl)-N-(1-(3-isopropyl-1,2,4-oxadiazol-5-yl)ethyl)-8-methoxyquinazolin-4-amine